C1(CC1)C(=C)C1=C(C(=CC(=C1)F)C1=CC(=NC=C1)OC)NC(=O)NS(=O)(=O)C=1OC=C(C1)C(C)(C)O N-((2-(1-cyclopropylvinyl)-4-fluoro-6-(2-methoxypyridin-4-yl)phenyl)carbamoyl)-4-(2-hydroxyprop-2-yl)furan-2-sulfonamide